FC=1C=NC=CC1N1CCN(CC1)C(=O)N[C@H](C)C1=CC=CC=2N1C(=CN2)C (R)-4-(3-fluoropyridin-4-yl)-N-(1-(3-methylimidazo[1,2-a]pyridin-5-yl)ethyl)piperazine-1-carboxamide